N-(7-phenethyl-7-azaspiro[3.5]nonan-2-yl)-N-phenyl-1H-pyrrole-2-carboxamide hydrochloride Cl.C(CC1=CC=CC=C1)N1CCC2(CC(C2)N(C(=O)C=2NC=CC2)C2=CC=CC=C2)CC1